COC1=CC=C(C=C1)CN(C1=NC(=C(C(=N1)CC)O)OC)CC1=CC=C(C=C1)OC 2-[bis[(4-methoxyphenyl)methyl]amino]-4-ethyl-6-methoxy-pyrimidin-5-ol